(S)-quinuclidin-3-yl (7-fluoro-2,2-dimethyl-6-(4-propylphenyl)-1,2,3,4-tetrahydronaphthalen-1-yl)carbamate FC1=C(C=C2CCC(C(C2=C1)NC(O[C@@H]1CN2CCC1CC2)=O)(C)C)C2=CC=C(C=C2)CCC